NC1=CC=C(C(=C1C(=O)OC(C)(C)C)C)OC1=C(C(=CC(=C1)C)N)F tert-butyl 6-amino-3-(3-amino-2-fluoro-5-methylphenoxy)-2-methylbenzoate